C1(=CC=CC=C1)C(C1=CC=CC=C1)=NC1=CC(=CC(=N1)C(=O)N(C1=CC=CC=C1)C)NC1=C(C=CC=C1)OC 6-((diphenylmethylene)amino)-4-((2-methoxyphenyl)amino)-N-methyl-N-phenylpyridineamide